C1(CCCCC1)C1=CC=C2C(=CC=NC2=C1)SCCCCCCNC1=CC=C(C=C1)N1CCNCC1 N-(6-((7-cyclohexylquinolin-4-yl)thio)hexyl)-4-(piperazin-1-yl)aniline